(2-(3,8-diazabicyclo[3.2.1]octan-8-yl)-6,7-dihydrothiazolo[5,4-c]pyridin-5(4H)-yl)(4-fluoro-2-methoxyphenyl)methanone C12CNCC(CC1)N2C=2SC=1CN(CCC1N2)C(=O)C2=C(C=C(C=C2)F)OC